4-(allylamino)-7-chloro-1-(pyridin-3-yl)quinazolin-2(1H)-one C(C=C)NC1=NC(N(C2=CC(=CC=C12)Cl)C=1C=NC=CC1)=O